NC(C[C@@H](C#C)NC(=O)[C@H]1N(CCC1)C(=O)C1(CC1)C1=CC=C(C=C1)OC(F)(F)F)=O (2S)-N-[(1S)-1-(2-Amino-2-oxo-ethyl)prop-2-ynyl]-1-[1-[4-(trifluoromethoxy)phenyl]-cyclopropanecarbonyl]pyrrolidine-2-carboxamide